(1R,2R)-N-(7-chloro-6-(trans-4-(3-fluoroazetidin-1-yl)cyclohexyl)isoquinolin-3-yl)-2-(1-methyl-1H-pyrazol-4-yl)cyclopropane-1-carboxamide ClC1=C(C=C2C=C(N=CC2=C1)NC(=O)[C@H]1[C@@H](C1)C=1C=NN(C1)C)[C@@H]1CC[C@H](CC1)N1CC(C1)F